C[C@](N)(CCC(=O)[O-])C(=O)[O-] (S)-2-methylglutamate